(4-Fluorophenyl)(3-(2-((R)-1-Hydroxyethyl)imidazo[4,5-d]pyrrolo[2,3-b]pyridin-1(6H)-yl)pyrrolidin-1-yl)methanone FC1=CC=C(C=C1)C(=O)N1CC(CC1)N1C(=NC=2C1=C1C(=NC2)NC=C1)[C@@H](C)O